(S)-5,7-dihydrospiro[cyclopenta[c]pyridine-6,4'-piperidine]-5-amine hydrochloride Cl.N1CCC2(CC1)[C@@H](C1=C(C=NC=C1)C2)N